6-(((tert-butyldiphenylsilyl)oxy)methyl)tetrahydro-2H-pyran [Si](C1=CC=CC=C1)(C1=CC=CC=C1)(C(C)(C)C)OCC1CCCCO1